C(C)(C)(C)OC(NCC1=NC=C2C=CC(=NC2=C1)C1=NC(=CC=C1)N1C[C@@H](O[C@@H](C1)C)C)=O tert-butyl((2-(6-((2S,6R)-2,6-dimethylmorpholino)pyridin-2-yl)-1,6-naphthyridin-7-yl)methyl)carbamate